C1(=CC=CC=C1)C(CCCCCCC1=C2C=CC=CC2=NC=2C3=C(C=CC12)C=CC=C3)C(CCCCCCC3=C1C=CC=CC1=NC=1C2=C(C=CC31)C=CC=C2)C2=CC=CC=C2 7,8-diphenyl-1,14-bis(7-benzo[c]acridinyl)tetradecane